1-trimethoxysilyl-6-bis(diethylamino)methylsilyloctane CO[Si](CCCCCC(CC)[SiH2]C(N(CC)CC)N(CC)CC)(OC)OC